5-{2-acetamidoimidazo[1,2-b]pyridazin-6-yl}-N-{1-[(4-fluorophenyl)methyl]-1H-imidazol-4-yl}-2-methylpyridine-3-carboxamide C(C)(=O)NC=1N=C2N(N=C(C=C2)C=2C=C(C(=NC2)C)C(=O)NC=2N=CN(C2)CC2=CC=C(C=C2)F)C1